ClC=1C=C(C(=O)O)C=CC1N1CCOCC1 3-chloro-4-morpholinobenzoic acid